C(#N)C1=CC(=C(OCC2=CC=CC(=N2)OC2CCN(CC2)CC2=NC3=C(N2C)C=C(C=C3)C(=O)O)C=C1)F 2-((4-((6-((4-cyano-2-fluorophenoxy)methyl)pyridin-2-yl)oxy)piperidine-1-yl)methyl)-1-methyl-1H-benzo[d]imidazole-6-carboxylic acid